S(ON1[C@@H]2CC[C@H](N(C1=O)C2)CCl)(O)(=O)=O (2s,5r)-2-(chloromethyl)-7-oxo-1,6-diazabicyclo[3.2.1]oct-6-yl bisulfate